C(C)(C)(C)OC(C(CCOC(C)(C)C)N1C(C=C(C(=C1)OC)C1=C(C=CC(=C1)Cl)N1N=NC(=C1)Cl)=O)=O 4-tert-butoxy-2-{4-[5-chloro-2-(4-chloro-1H-1,2,3-triazol-1-yl)phenyl]-5-methoxy-2-oxopyridin-1(2H)-yl}butanoic acid tert-butyl ester